CC1(CCC=2C(\C(\C3=CC=CC=C3C2C1)=N/[C@@H](CC1=CC=C(C=C1)O)C(=O)O)=O)C N-[(9Z)-3,3-dimethyl-10-oxo-1,2,3,4,9,10-hexahydrophenanthren-9-ylidene]-L-tyrosine